C(#N)C1=CC=2N(N=C1)C(=CC2)C2=CC(=C(C=N2)C2=NN=C(S2)C21CCC(CC2)(CC1)NC(C)=O)NC(C)C N-(4-(5-(6-(3-cyanopyrrolo[1,2-b]pyridazin-7-yl)-4-(isopropylamino)pyridin-3-yl)-1,3,4-thiadiazol-2-yl)bicyclo[2.2.2]oct-1-yl)acetamide